Dihomomethionine CSCCCCC(C(=O)O)N